2-fluoro-3-methyl-N-((2R)-3-methyl-1-(2-methyl-1,3-dioxo-4-phenyl-2,8-diazaspiro[4.5]decan-8-yl)-1-oxobutan-2-yl)benzamide FC1=C(C(=O)N[C@@H](C(=O)N2CCC3(C(C(N(C3=O)C)=O)C3=CC=CC=C3)CC2)C(C)C)C=CC=C1C